4-amino-1-[(2R,4S,5R)-4-[(tert-butyldimethylsilyl)oxy]-5-[[(tert-butyldimethylsilyl)oxy]methyl]-5-isopropyloxolan-2-yl]pyrimidin-2-one NC1=NC(N(C=C1)[C@@H]1O[C@]([C@H](C1)O[Si](C)(C)C(C)(C)C)(C(C)C)CO[Si](C)(C)C(C)(C)C)=O